C(C)[C@@]1(CC[C@@]2([C@H]3CC[C@@]4([C@H](CC[C@H]4[C@@H]3CC[C@H]2C1)[C@@H](CC[C@H](C(C)C)O)OC)C)C)O (3S,5S,8R,9S,10S,13S,14S,17S)-3-ethyl-17-((1R,4R)-4-hydroxy-1-methoxy-5-methylhexyl)-10,13-dimethylhexadecahydro-1H-cyclopenta[a]phenanthren-3-ol